(tert-butyl)3-methyl-(3R,6R)-6-methylpiperazine-1,3-dicarboxylic acid C(C)(C)(C)C1N([C@@H](CN[C@]1(C(=O)O)C)C)C(=O)O